methyl 4-((2R,5S)-3-(3-chloro-4-cyanophenyl)-2-(trifluoromethyl)oxazolidine-5-carbonyl)piperazine-1-carboxylate ClC=1C=C(C=CC1C#N)N1[C@H](O[C@@H](C1)C(=O)N1CCN(CC1)C(=O)OC)C(F)(F)F